ClC=1C=C(C=NC1OC)NC(=O)C1=C(C(=NS1)C1=CC=CC=C1)C1CC1 N-(5-CHLORO-6-METHOXYPYRIDIN-3-YL)-4-CYCLOPROPYL-3-PHENYLISOTHIAZOLE-5-CARBOXAMIDE